Cl.C(C1=CC=CC=C1)OC(NC(=N)C1=CC=C(C=C1)CNC([C@H](C)N)=O)=O (S)-((4-((2-aminopropionylamino)methyl)phenyl)(imino)methyl)carbamic acid benzyl ester hydrochloride